(4-(trifluoromethyl)phenyl)glycine methyl ester COC(CNC1=CC=C(C=C1)C(F)(F)F)=O